lauric acid (2E,6Z)-2,6-nonadien-1-yl ester C(\C=C\CC\C=C/CC)OC(CCCCCCCCCCC)=O